C(O)N1N=NC(C1=O)=O methyloltriazolinedione